FC1=C(C=CC(=C1)C)C1(CC1)C(=O)NC=1C=CC(=C(C(=O)OC)C1)C=1C=NN(C1)CC(C)C Methyl 5-({[1-(2-fluoro-4-methylphenyl) cyclopropyl] carbonyl} amino)-2-(1-isobutyl-1H-pyrazol-4-yl)benzoate